N(=[N+]=[N-])CCOCCOCCOCCOCCOCCOCCOCCO 2-(2-(2-(2-(2-(2-(2-(2-azidoethoxy)ethoxy)ethoxy)ethoxy)ethoxy)ethoxy)ethoxy)ethan-1-ol